CC12OC3=C(C(NC(N1C1=CC(=CC=C1)C(=O)N1CC4=CC=CC=C4CC1)=O)C2)C=CC(=C3)C3=CSC=C3 2-Methyl-3-(3-(1,2,3,4-tetrahydroisoquinoline-2-carbonyl)phenyl)-9-(thiophen-3-yl)-5,6-dihydro-2H-2,6-methanobenzo[g][1,3,5]oxadiazocin-4(3H)-one